ClC1=C(O[Si](C(C)C)(C(C)C)C(C)C)C=CC(=C1CC)B1OC(C(O1)(C)C)(C)C [2-chloro-3-ethyl-4-(4,4,5,5-tetramethyl-1,3,2-dioxaborolan-2-yl)phenoxy]-triisopropyl-silane